6-Fluoro-7-nitroquinazolin-4(1H)-one FC=1C=C2C(N=CNC2=CC1[N+](=O)[O-])=O